alpha-methyl-3,4-dimethylstyrene CC(=C)C1=CC(=C(C=C1)C)C